N-(4-amino-5-(4,4-dimethyl-4,5-dihydrothiazol-2-yl)pyridin-2-yl)acetamide NC1=CC(=NC=C1C=1SCC(N1)(C)C)NC(C)=O